6-Bromo-7-(2-chloro-5-fluorophenyl)-8-(4-methoxybenzyl)-1,4-bis((4-methylbenzyl)amino)-7,8-dihydro-9H-pyrrolo[3,4-f]phthalazin-9-one BrC=1C2=C(C=3C(=NN=C(C3C1)NCC1=CC=C(C=C1)C)NCC1=CC=C(C=C1)C)C(N(C2C2=C(C=CC(=C2)F)Cl)CC2=CC=C(C=C2)OC)=O